OCCCN\C=C(/C(=O)OCC)\C(C1=C(C(=C(C(=C1)F)F)F)F)=O ethyl (Z)-3-(3-hydroxypropylamino)-2-(2,3,4,5-tetrafluorobenzoyl)prop-2-enoate